Ethyl 2-(6-ethylpyridin-3-yl)-3-fluoro-5-nitrobenzoate C(C)C1=CC=C(C=N1)C1=C(C(=O)OCC)C=C(C=C1F)[N+](=O)[O-]